C(C)N1CCN(CC1)C1=C(C=CC=C1)CN (2-(4-ethylpiperazin-1-yl)phenyl)methanamine